N1C=CC2=CC(=CC=C12)C=O 5-indole-formaldehyde